FC(C(=O)O)(F)F.NC=1C=2N(C=C(N1)C(=O)NC13CC(C1)(C3)F)C(=CN2)C2=C(C=CC(=C2)C(C(F)(F)F)(C(=O)N)O)C 8-Amino-3-(5-(3-amino-1,1,1-trifluoro-2-hydroxy-3-oxopropan-2-yl)-2-methylphenyl)-N-(3-fluorobicyclo[1.1.1]pentan-1-yl)imidazo[1,2-a]pyrazine-6-carboxamide trifluoroacetate salt